BrC=1C(=C(C=O)C=C(C1)C1(OCCCO1)C)F 3-bromo-2-fluoro-5-(2-methyl-1,3-dioxan-2-yl)benzaldehyde